4-((2S,5R)-4-acryloyl-2,5-dimethylpiperazin-1-yl)-6-chloro-1-(2-isopropyl-6-methyl-4-(methylsulfinyl)phenyl)-7-(o-tolyl)pyrido[2,3-d]pyrimidin C(C=C)(=O)N1C[C@@H](N(C[C@H]1C)C=1C2=C(N(CN1)C1=C(C=C(C=C1C)S(=O)C)C(C)C)N=C(C(=C2)Cl)C2=C(C=CC=C2)C)C